C1(=CC=C(C=C1)C(=O)OC([C@H](O)[C@@H](O)C(=O)OC(=O)C1=CC=C(C=C1)C)=O)C.C1(CCCC1)NC1=CC=C(C=C1)[C@@H]1NCCC[C@@H]1C(=O)OCC ethyl (2R,3S)-2-[4-(cyclopentylamino)phenyl]piperidine-3-carboxylate (-)-O,O'-di-p-toluoyl-L-tartaric acid salt